(2R,3S)-methyl 4-bromo-5-chloro-6-fluoro-3-(methoxymethoxy)-2-phenyl-2,3-dihydrobenzofuran-2-carboxylate BrC1=C(C(=CC2=C1[C@@H]([C@@](O2)(C(=O)OC)C2=CC=CC=C2)OCOC)F)Cl